C(C)(C)(C)N(C(O)=O)C1=NN2C(C=CC3=C2C(CC3)(C)C)=C1C#N.FC(C1=C(C=CC=C1)/C=C/C(=O)N1C(SCC1)=O)(F)F (E)-3-(3-(2-trifluoromethylphenyl)acryloyl)thiazolidine-2-one tert-butyl-(3-cyano-8,8-dimethyl-7,8-dihydro-6H-cyclopenta[e]pyrazolo[1,5-a]pyridine-2-yl)carbamate